Oxo-pentanoic acid methyl ester COC(C(CCC)=O)=O